(R)-cyclobutyl(6-cyclopropyl-4-(2-methyl-2H-pyrazolo[3,4-b]pyridin-5-yl)thieno[2,3-b]pyridin-2-yl)methanol C1(CCC1)[C@@H](O)C1=CC=2C(=NC(=CC2C2=CC=3C(N=C2)=NN(C3)C)C3CC3)S1